C(CCCC)S=C(CCCN(CCCCCCCCC)CC(=O)N1CCN(CC1)C(CN(CCCCCCCCC)CCN(CCCCCCCCC)CCCCCCCCC)=O)[O-] S-Pentyl-4-((2-(4-(N-(2-(dinonylamino)ethyl)-N-nonylglycyl)piperazin-1-yl)-2-oxoethyl)(nonyl)amino)butanethioate